(2S,4aR,6R,7R,8R,8aR)-8-(4-(3-fluorophenyl)-1H-1,2,3-triazol-1-yl)-7-methoxy-2-phenylhexahydropyrano[3,2-d][1,3]dioxine-6-carboxylic acid FC=1C=C(C=CC1)C=1N=NN(C1)[C@@H]1[C@H]([C@@H](O[C@H]2[C@@H]1O[C@H](OC2)C2=CC=CC=C2)C(=O)O)OC